ClC1=C(C(=CC(=N1)N1CC2(CN(C2)C(=O)OC(C)(C)C)C1)C(F)(F)F)C#N tert-butyl 6-(6-chloro-5-cyano-4-(trifluoromethyl)pyridin-2-yl)-2,6-diazaspiro[3.3]heptan-2-carboxylate